(1'R,2'R)-4-Heptyl-5'-methyl-2'-(prop-1-en-2-yl)-1',2',3',4'-tetra-hydro-[1,1'-biphenyl]-2,6-diol C(CCCCCC)C=1C=C(C(=C(C1)O)[C@H]1[C@@H](CCC(=C1)C)C(=C)C)O